(S)-2-((((9H-fluoren-9-yl)methoxy)carbonyl)amino)-3-((1s,4R)-4-methoxycyclohexyl)propanoic acid C1=CC=CC=2C3=CC=CC=C3C(C12)COC(=O)N[C@H](C(=O)O)CC1CCC(CC1)OC